chlorine (4,5-dichloroimidazole) ClC=1N=CNC1Cl.[Cl]